cupric chromite [Cr](=O)([O-])[O-].[Cu+2]